[8-(1-octylnonoxy)-8-oxo-octyl] (2S,4R)-4-[3-(dimethylamino) propanoyloxy]-1-[7,7-dimethyl-8-oxo-8-(4-pentylnonoxy)octyl]pyrrolidine-2-carboxylate CN(CCC(=O)O[C@@H]1C[C@H](N(C1)CCCCCCC(C(OCCCC(CCCCC)CCCCC)=O)(C)C)C(=O)OCCCCCCCC(=O)OC(CCCCCCCC)CCCCCCCC)C